C(C)(C)(C)C1CCC(CC1)C(COCCC)(COCCC)CCC(Br)(Cl)Cl 2-(4-(tert-butyl)cyclohexyl)-2-(3,3-dichloro-3-bromo-propyl)-1,3-dipropoxypropane